NC1=C(C=C(C=N1)NC(=O)C(=O)N(CC1=NC=C(C=C1)C(F)(F)F)[C@H](C)C1=NC=CC=N1)C |r| racemic-N-(6-amino-5-methyl-3-pyridyl)-N'-(1-pyrimidin-2-ylethyl)-N'-[[5-(trifluoromethyl)-2-pyridyl]methyl]oxamide